tert-butyl ((1S,4R,5S,8S)-8-fluoro-2-azabicyclo[3.2.1]octan-4-yl)carbamate F[C@@H]1[C@H]2NC[C@@H]([C@@H]1CC2)NC(OC(C)(C)C)=O